Oxo-N-phenethyl-1H-imidazo[4,5-b]pyridine-3(2H)-carboxamide O=C1NC=2C(=NC=CC2)N1C(=O)NCCC1=CC=CC=C1